3,3'-diaminobenzophenone NC=1C=C(C(=O)C2=CC(=CC=C2)N)C=CC1